C(C=C)(=O)N1[C@H](CN(CC1)C1=NC(=NC=2CC3(CCC12)C=C(C1=CC=CC=C13)C(F)(F)F)OC[C@H]1N(CCC1)C)CC#N 2-((2S)-1-acryloyl-4-(2'-(((S)-1-methylpyrrolidin-2-yl)methoxy)-3-(trifluoromethyl)-5',8'-dihydro-6'H-spiro[indene-1,7'-quinazolin]-4'-yl)piperazin-2-yl)acetonitrile